O=C1NC(CC[C@@H]1N1CC=2C(N(C=CC2C1=O)[C@H]1COC2(CN(C2)C(=O)OC(C)(C)C)C1)=O)=O tert-butyl (R)-7-(2-((S)-2,6-dioxopiperidin-3-yl)-1,4-dioxo-1,2,3,4-tetrahydro-5H-pyrrolo[3,4-c]pyridin-5-yl)-5-oxa-2-azaspiro[3.4]octane-2-carboxylate